NC1=NNC2=C(C=C(C=C12)C1=CC(=NC=C1)N)C#CC(C)(O)C 4-(3-amino-5-(2-aminopyridin-4-yl)-1H-indazol-7-yl)-2-methylbut-3-yn-2-ol